2-(1-(3-chlorophenyl)cyclopropyl)-6-(2-(2-fluoro-3-(trifluoromethyl)phenyl)-2-hydroxyacetyl)-3,5,6,7,8,9-hexahydro-4H-pyrimido[5,4-c]azepin-4-one ClC=1C=C(C=CC1)C1(CC1)C=1NC(C=2CN(CCCC2N1)C(C(O)C1=C(C(=CC=C1)C(F)(F)F)F)=O)=O